trimethylspiro[benzopyran-2,2'-indole]-5'-carboxylic acid CC=1C(=C(C2=C(C3(N=C2C1)OC1=C(C=C3)C=CC=C1)C)C)C(=O)O